N-(3-chloro-4-fluorophenyl)-4-(5-hydroxy-5-(1-(methyl-d3)-1H-pyrazol-5-yl)octahydropentalen-2-yl)-1-methyl-1H-imidazole-5-carboxamide ClC=1C=C(C=CC1F)NC(=O)C1=C(N=CN1C)C1CC2CC(CC2C1)(C1=CC=NN1C([2H])([2H])[2H])O